4-[6-(6-benzyl-3,6-diazabicyclo[3.1.1]heptan-3-yl)-3-pyridyl]-6-(4-piperazin-1-ylphenyl)pyrazolo[1,5-a]pyrazine-3-carbonitrile C(C1=CC=CC=C1)N1C2CN(CC1C2)C2=CC=C(C=N2)C=2C=1N(C=C(N2)C2=CC=C(C=C2)N2CCNCC2)N=CC1C#N